(2R,3R)-3-HYDROXY-N,N-BIS(4-METHOXYBENZYL)HEX-5-ENE-2-SULFONAMIDE O[C@@H]([C@@H](C)S(=O)(=O)N(CC1=CC=C(C=C1)OC)CC1=CC=C(C=C1)OC)CC=C